N-(2-(4-bromophenyl)-vinyl)-N,N-diphenylamine BrC1=CC=C(C=C1)C=CN(C1=CC=CC=C1)C1=CC=CC=C1